[Cl-].C[N+](CCCCCCCCCCCC)(CCCCCCCCCCCC)CCCCCCCCCCCC methyl-tri(dodecyl)ammonium chloride